2-[2-(2-isopropylsulfanylethylthio)ethyl]pyridine C(C)(C)SCCSCCC1=NC=CC=C1